2-dimethylamino-1,3,4-trimethylimidazolium CN(C=1N(C=C([N+]1C)C)C)C